ClC=1N=CC2=C(C=C(C(=C2C1)C(C)C)F)N1[C@@H]([C@H](C1)CS(=O)(=O)NC)C ((2r,3s)-1-(3-chloro-6-fluoro-5-isopropylisoquinolin-8-yl)-2-methylazetidin-3-yl)-N-methylmethanesulfonamide